5-(2-bromophenyl)-2H-1,2,3-triazole-4-carbonitrile BrC1=C(C=CC=C1)C=1C(=NNN1)C#N